(S)-2-(1-(ethylsulfonyl)-3-(4-(7-(2-(6-methoxynaphthalen-2-yl)propionyl)-7H-pyrrolo[2,3-d]pyrimidin-4-yl)-1H-pyrazol-1-yl)azetidin-3-yl)acetonitrile C(C)S(=O)(=O)N1CC(C1)(N1N=CC(=C1)C=1C2=C(N=CN1)N(C=C2)C([C@@H](C)C2=CC1=CC=C(C=C1C=C2)OC)=O)CC#N